tert-butyl N-[2-[2-[tert-butyl(dimethyl)silyl]oxyethyl-methyl-amino]ethyl]-N-methyl-carbamate [Si](C)(C)(C(C)(C)C)OCCN(CCN(C(OC(C)(C)C)=O)C)C